C(C)(C)(C)OC(=O)N1C[C@@H](CCC1)COC1=CC=C(C=C1)S(=O)(=O)C (R)-3-((4-(methylsulfonyl)phenoxy)methyl)piperidine-1-carboxylic acid tert-butyl ester